FC1=CC(=C(C(=O)OC)C=C1OC)C Methyl 4-fluoro-5-methoxy-2-methylbenzoate